tert-butyl 1-(3-(5-methoxypyrimidin-2-yl)-1,2,4-oxadiazol-5-yl)piperidine-4-carboxylate COC=1C=NC(=NC1)C1=NOC(=N1)N1CCC(CC1)C(=O)OC(C)(C)C